O=C1NC(CCC1N1C(C2=CC=CC(=C2C1=O)SCCCCCCCN[C@@H]1[C@@]2(CC[C@H](C1)C2(C)C)C)=O)=O 2-(2,6-dioxopiperidin-3-yl)-4-((7-(((1R,2S,4R)-1,7,7-trimethylbicyclo[2.2.1]heptan-2-yl)amino)heptyl)thio)isoindoline-1,3-dione